C(#N)C1=NC=CC(=C1)SC1=C(C(=O)OC)C=CC=C1 methyl 2-[(2-cyano-4-pyridyl)thio]benzoate